CN1CCOC2(CNC2)C1 8-methyl-5-oxa-2,8-diazaspiro[3.5]nonane